COC1=CC=C(C=C1)CN1C(NC(=CC1=O)C(=O)OC)=O methyl 1-[(4-methoxyphenyl)methyl]-2,6-dioxo-3H-pyrimidine-4-carboxylate